O=C1CCCCN1 (R)-6-Oxopiperidine